6-methoxy-α-methyl-2-naphthaleneacetate COC=1C=C2C=CC(=CC2=CC1)C(C(=O)[O-])C